Ethyl 2-(7-(4-chlorophenyl)-2-hydroxynaphthalen-1-yl)-3,6-dihydroxybenzoate ClC1=CC=C(C=C1)C1=CC=C2C=CC(=C(C2=C1)C1=C(C(=O)OCC)C(=CC=C1O)O)O